C1[C@@H]2CC([C@H]1[C@@]([C@@H]2C3=CC=CC=C3)(C(=O)C4=CC=CC=C4)N)OC(=O)CCC(=O)O The molecule is a dicarboxylic acid monoester that is succinic acid monoesterified with 6-endo-amino-6-exo-benzoyl-5-exo-phenylnorbornan-2-ol It is a primary amino compound, a dicarboxylic acid monoester, an aromatic ketone and a hemisuccinate. It derives from a succinic acid. It derives from a hydride of a norbornane.